FC=1C(=C(C=NC1)N)N1CCN(CC1)C1COC1 5-fluoro-4-(4-(oxetan-3-yl)piperazin-1-yl)pyridin-3-amine